imino-iron N=[Fe]